N-(4-(4-amino-7-methyl-5-(4-(pyrrolidine-1-carbonyl)phenyl)-7H-pyrrolo[2,3-d]pyrimidin-6-yl)-2,6-difluorophenyl)acrylamide NC=1C2=C(N=CN1)N(C(=C2C2=CC=C(C=C2)C(=O)N2CCCC2)C2=CC(=C(C(=C2)F)NC(C=C)=O)F)C